C(#N)C1(CC1)C=1C=C(C(=NC1)C(=NO)N)[S@](=O)CC 5-(1-cyanocyclopropyl)-3-[(R)-ethylsulfinyl]-N'-hydroxy-pyridine-2-carboxamidine